C(#N)CCC=1C=C2C(=C(C(=NC2=C(C1C1=C(C(=CC=C1)Cl)Cl)F)C)C(=O)OCC)O ethyl (Sa)-6-(2-cyanoethyl)-7-(2,3-dichlorophenyl)-8-fluoro-4-hydroxy-2-methylquinoline-3-carboxylate